C1(NC(C2=C1C1=C3C=4N([C@H]5CC[C@@H](N3C=3C=CC=CC31)O5)C5=CC=CC=C5C24)=O)=O |o1:9,12| Rel-(9R,12S)-9,10,11,12-tetrahydro-9,12-epoxy-1H-diindolo[1,2,3-FG:3',2',1'-KL]pyrrolo[3,4-I][1,6]benzodiazocine-1,3(2H)-dione